NCCCCCCNC1=C2C(N(C(C2=CC=C1)=O)C1C(NC(CC1)=O)=O)=O 4-[(6-Aminohexyl)Amino]-2-(2,6-Dioxopiperidin-3-Yl)Isoindole-1,3-Dione